C(C=C)(=O)O.P(=O)(OCC)(OC)OC ethyl dimethyl phosphate acrylate